OC=CC(C)=C hydroxyl-isoprene